1-[(2-chloro-5-thiazolyl)methyl]-2-hydroxy-9-methyl-3-[3-methyl-5-(3-methyl-1-butyn-1-yl)phenyl]-4-oxo-4H-pyrido[1,2-a]pyrimidinium ClC=1SC(=CN1)C[N+]1=C2N(C(C(=C1O)C1=CC(=CC(=C1)C#CC(C)C)C)=O)C=CC=C2C